BrC=1C=C(C=C2C(=NC=NC12)NC(C)C=1N(N=CN1)C1=NC=CC=N1)OC(F)(F)F 8-bromo-N-[1-(2-pyrimidin-2-yl-1,2,4-triazol-3-yl)ethyl]-6-(trifluoromethoxy)quinazoline-4-amine